3-fluoro-3-(hydroxymethyl)pyrrolidine-1-carboxylic acid tert-butyl ester C(C)(C)(C)OC(=O)N1CC(CC1)(CO)F